(S)-1-(6-(1-(piperidin-1-ylsulfonyl)-1H-indol-5-yl)pyridin-2-yl)ethane-1,2-diol N1(CCCCC1)S(=O)(=O)N1C=CC2=CC(=CC=C12)C1=CC=CC(=N1)[C@@H](CO)O